C(C)(C)(C)OC(=O)N1C2CCC(C1CC2)N2CCC(CC2)N2N=C(C=1C2=NC=NC1N)C1=CC=C(C=C1)OC1=CC=CC=C1 4-(4-(4-amino-3-(4-phenoxyphenyl)-1H-pyrazolo[3,4-d]pyrimidin-1-yl)piperidin-1-yl)-8-azabicyclo[3.2.1]octane-8-carboxylic acid tert-butyl ester